N-(4-(5-(difluoromethyl)-1,3,4-oxadiazol-2-yl)benzyl)-N-phenyl-3-(piperidin-1-yl)propane-1-sulfonamide FC(C1=NN=C(O1)C1=CC=C(CN(S(=O)(=O)CCCN2CCCCC2)C2=CC=CC=C2)C=C1)F